COC(C1=C(C=CC=C1OC)OC)=O methyl-2,6-dimethoxybenzoate